2-{6-Bromo-4'-tert-butyl-4-methyl-[1,1'-biphenyl]-2-yl}propan-2-ol BrC1=CC(=CC(=C1C1=CC=C(C=C1)C(C)(C)C)C(C)(C)O)C